tert-butyl 2-[[3-(tert-butoxycarbonylamino) cyclobutanecarbonyl] amino]-4-methyl-thiazole-5-carboxylate C(C)(C)(C)OC(=O)NC1CC(C1)C(=O)NC=1SC(=C(N1)C)C(=O)OC(C)(C)C